C(CCC)C(C=C(C(=O)OC)C(=O)OC)CCC dimethyl (2-n-butylpentylidene)malonate